BrC1=CC(=C(NCC(=O)C2CC2)C=C1)C 2-(4-bromo-2-methyl-anilino)-1-cyclopropyl-ethanone